CC1(CCC=C(C1)C=1C=2N(N=C(C1)C=1C=NC=NC1)C=CN2)C 5-(8-(5,5-Dimethylcyclohex-1-en-1-yl)imidazo[1,2-b]pyridazin-6-yl)pyrimidine